Bis(cyclobutylmethyl)sulfane C1(CCC1)CSCC1CCC1